N-(2-hydroxyethyl)-N-methyl-acrylamide OCCN(C(C=C)=O)C